2-(2-aminoethoxy)ethyl (E)-3-(4-cyanophenyl)acrylate hydrochloride Cl.C(#N)C1=CC=C(C=C1)/C=C/C(=O)OCCOCCN